ClC=1C=C(C=CC1Cl)C(C1=NN=C(O1)C1CN(CC12CN(C2)C(=O)[C@@H]2N(CCC2)C(=O)OC(C)(C)C)C(=O)C2=CN=CS2)(F)F tert-butyl (2R)-2-(8-(5-((3,4-dichlorophenyl)difluoromethyl)-1,3,4-oxadiazol-2-yl)-6-(thiazole-5-carbonyl)-2,6-diazaspiro[3.4]octane-2-carbonyl)pyrrolidine-1-carboxylate